OC1(CCCC1)C1=CC=CC(=N1)CN1N=NC(=C1)C1=CC(=NC(=N1)NCCOC)C=1C=C(C#N)C=CC1 m-[6-(1-{[6-(1-hydroxycyclopentyl)-2-pyridinyl]methyl}-1H-1,2,3-triazol-4-yl)-2-(2-methoxyethylamino)-4-pyrimidinyl]benzonitrile